rac-(2r,3s,4s,5r)-3-[2-(difluoromethoxy)-3,4-difluoro-phenyl]-4,5-dimethyl-5-(trifluoromethyl)tetrahydrofuran-2-carboxylic acid FC(OC1=C(C=CC(=C1F)F)[C@H]1[C@@H](O[C@]([C@H]1C)(C(F)(F)F)C)C(=O)O)F |r|